methyl (3S)-4-[2-[4-(4,4,5,5-tetramethyl-1,3,2-dioxaborolan-2-yl)indazol-2-yl]ethyl]morpholine-3-carboxylate CC1(OB(OC1(C)C)C=1C2=CN(N=C2C=CC1)CCN1[C@@H](COCC1)C(=O)OC)C